FC1CC(C1)(OC)C1=CC(=NC=C1)N1N=CC(=C1)S(=O)(=O)NC=1C=CC=C2C=NN(C12)C 1-(4-(3-FLUORO-1-METHOXYCYCLOBUTYL)PYRIDIN-2-YL)-N-(1-METHYL-1H-INDAZOL-7-YL)-1H-PYRAZOLE-4-SULFONAMIDE